bromo-4-ethyl-1-methyl-1H-imidazole-5-carboxylic acid methyl ester COC(=O)C1=C(N=C(N1C)Br)CC